8-(2-Chloroanilino)benzimidazolo[2,1-b][1,3]benzothiazin-12-on ClC1=C(NC2=CC3=C(C=C2)N2C(SC4=C(C2=O)C=CC=C4)=N3)C=CC=C1